C(C(CCCC(=O)O)C(=O)O)(C(=O)O)C(=O)O 1,1,2,5-pentanetetracarboxylic acid